C(C)OC=1C=C(C=CC1O)[C@@H]1N(C(C(C1=C(C1=C(C=C(C=C1)OCC=C)C)O)=O)=O)C=1SC(=C(N1)C)C(=O)[O-] 2-[(2S)-2-(3-ethoxy-4-hydroxyphenyl)-3-[hydroxy-(2-methyl-4-prop-2-enyloxyphenyl) methylene]-4,5-dioxopyrrolidin-1-yl]-4-methyl-1,3-thiazole-5-carboxylate